N,N'-(2,2'-dimethyl-[1,1'-biphenyl]-3,3'-diyl)bis(5-(((2-(methylsulfonyl)ethyl)amino)methyl)picolinamide) CC1=C(C=CC=C1NC(C1=NC=C(C=C1)CNCCS(=O)(=O)C)=O)C1=C(C(=CC=C1)NC(C1=NC=C(C=C1)CNCCS(=O)(=O)C)=O)C